2-[4-(2,6-diazaspiro[4.5]decan-2-yl)-1H-pyrrolo[2,3-b]pyridin-3-yl]-5-methyl-thiazole C1N(CCC12NCCCC2)C2=C1C(=NC=C2)NC=C1C=1SC(=CN1)C